C(C#C)N(CCS)CC#C 2-(di(prop-2-ynyl)amino)ethanethiol